5-((2-(3-(1-Aminocyclopropane-1-carboxamido)phenyl)pyrimidin-5-yl)methoxy)-2-hydroxybenzoic acid NC1(CC1)C(=O)NC=1C=C(C=CC1)C1=NC=C(C=N1)COC=1C=CC(=C(C(=O)O)C1)O